N-(isoxazol-4-yl)-5-methoxy-1-methyl-2-(methyl(phenyl(2-(trifluoromethyl)phenyl)methyl)amino)-6-oxo-1,6-dihydropyrimidine-4-carboxamide O1N=CC(=C1)NC(=O)C=1N=C(N(C(C1OC)=O)C)N(C(C1=C(C=CC=C1)C(F)(F)F)C1=CC=CC=C1)C